NC=1SC(=CN1)OC1=C(C=C(C=C1)N1N=CN(C1=O)CC1=C(C=CC=C1F)F)F 2-(4-((2-aminothiazol-5-yl)oxy)-3-fluorophenyl)-4-(2,6-difluorobenzyl)-2,4-dihydro-3H-1,2,4-triazol-3-one